3-[(S)-(3-Carboxy-phenyl)-hydroxy-(4-trifluoromethyl-phenyl)-methyl]-3-methyl-azetidine-1-carboxylic acid tertbutyl ester C(C)(C)(C)OC(=O)N1CC(C1)(C)[C@@](C1=CC=C(C=C1)C(F)(F)F)(O)C1=CC(=CC=C1)C(=O)O